CC=1C(=CSC1)C1=NN2C(=NC=3C=CC=CC3C2=N1)N[C@H]1C(NCCC1)=O (3R)-3-{[2-(4-Methylthiophen-3-yl)[1,2,4]triazolo[1,5-c]quinazolin-5-yl]amino}piperidin-2-one